2-(4-ethoxyphenyl)-N-(4-(piperazin-1-yl)butyl)quinoline-4-carboxamide-2HCl Cl.Cl.C(C)OC1=CC=C(C=C1)C1=NC2=CC=CC=C2C(=C1)C(=O)NCCCCN1CCNCC1